COC(=O)[C@H]1N(C[C@H]([C@@H]1CC)O[Si](C)(C)C(C)(C)C)C(=O)OCC1=CC=CC=C1 (2s,3r,4s)-4-[(tert-butyldimethylsilyl)oxy]-3-ethylpyrrolidine-1,2-dicarboxylic acid 1-benzyl ester 2-methyl ester